Ethyl 3-cyclobutyl-6-(3,4-dimethylphenyl)-4-oxo-4,5-dihydropyrazolo[1,5-a]pyrazine-2-carboxylate C1(CCC1)C=1C(=NN2C1C(NC(=C2)C2=CC(=C(C=C2)C)C)=O)C(=O)OCC